CNCCC=1C=C(C(=O)OC)C=CC1 Methyl 3-(2-(methylamino)ethyl)benzoate